O[C@@H](C=CC=O)CCCCC |r| (±)-4-hydroxynon-2-enal